tert-butyl-(3R,5R,7R)-N-(4-((1S,3S)-3-butyl-2,3,4,9-tetrahydro-1H-pyrido[3,4-b]indol-1-yl)phenyl)adamantan-1-amine C(C)(C)(C)C1C2(C[C@@H]3C[C@H](CC1C3)C2)NC2=CC=C(C=C2)[C@@H]2N[C@H](CC3=C2NC2=CC=CC=C32)CCCC